2-[(1R,2R)-2-[(4-chlorophenoxy)methyl]-1-cyano-cyclopropyl]pyridine-3-carbonitrile ClC1=CC=C(OC[C@H]2[C@@](C2)(C#N)C2=NC=CC=C2C#N)C=C1